(1R,2S)-2-((tert-butyldimethylsilyl)oxy)-N-methylcyclopentane-1-amine [Si](C)(C)(C(C)(C)C)O[C@@H]1[C@@H](CCC1)NC